C(C)(C)(C)OC(=O)OC(=O)OC(C)(C)C Di-tertbutyl-dicarbonate